5-[6-chloro-3-(1H-imidazol-4-yl)imidazo[1,2-a]pyrimidin-2-yl]-3-(difluoromethyl)-1H-1,2,4-triazole ClC=1C=NC=2N(C1)C(=C(N2)C2=NC(=NN2)C(F)F)C=2N=CNC2